1,2,5-triazol N1N=CC=N1